N-(3,5-dichloropyridin-4-yl)-4-butoxy-3-difluoromethoxybenzamide ClC=1C=NC=C(C1NC(C1=CC(=C(C=C1)OCCCC)OC(F)F)=O)Cl